2-chloro-N1-(4-chloro-3-(pyridin-2-yl)phenyl)-N4-ethylterephthalamide ClC1=C(C(=O)NC2=CC(=C(C=C2)Cl)C2=NC=CC=C2)C=CC(=C1)C(=O)NCC